(S)-N-((3',4'-dichloro-[1,1'-biphenyl]-4-yl)methyl)-2-(methylamino)pentanamide hydrochloride Cl.ClC=1C=C(C=CC1Cl)C1=CC=C(C=C1)CNC([C@H](CCC)NC)=O